FC(C1=NN=C(S1)C1=NC(=NC2=C(C=C(C=C12)S(=O)(=O)NC1(CC1)C)N1C[C@@H](NCC1)C)C)F (S)-4-(5-(difluoromethyl)-1,3,4-thiadiazol-2-yl)-2-methyl-N-(1-methylcyclopropyl)-8-(3-methylpiperazin-1-yl)quinazoline-6-sulfonamide